ClC=1C=C(C(=NC1)N1C([C@H](N(C(C1)=O)CC1=CC=C(C=C1)Cl)C1CC(C1)O)=O)F (R)-1-(5-chloro-3-fluoro-pyridin-2-yl)-4-(4-chloro-benzyl)-3-((1r,3R)-3-hydroxycyclobutyl)-piperazine-2,5-dione